C(C(=C)C)(=O)OCCCCCCCCCCCOC1=CC(=C(C=C1)C1=NC(=NC(=N1)C1=C(C=C(C=C1)OCCCCCCCCCCCOC(C)=O)O)C1=CC=CC=C1)O 11-(4-(4-(4-((11-acetoxyundecyl)oxy)-2-hydroxyphenyl)-6-phenyl-1,3,5-triazin-2-yl)-3-hydroxyphenoxy)undecyl methacrylate